18-aminononadecanoic acid NC(CCCCCCCCCCCCCCCCC(=O)O)C